4-bromo-3-(cyano-dimethyl-methyl)-benzoic acid BrC1=C(C=C(C(=O)O)C=C1)C(C)(C)C#N